2-([1,1'-biphenyl]-4-yl)-4-chloro-6-(dibenzo[b,d]furan-1-yl)pyrimidine C1(=CC=C(C=C1)C1=NC(=CC(=N1)Cl)C1=CC=CC=2OC3=C(C21)C=CC=C3)C3=CC=CC=C3